C1(=CC=CC=C1)[SH+]C1=CC=CC=C1 S,S-diphenyl-sulfonium